3-(2-(3-chlorophenyl)oxazol-4-yl)benzaldehyde ClC=1C=C(C=CC1)C=1OC=C(N1)C=1C=C(C=O)C=CC1